N1CC(CC1)NC(=O)C1CCNCC1 N-pyrrolidin-3-yl-piperidine-4-carboxamide